NC1=C(C#N)C(=CC=C1F)F 2-amino-3,6-difluorobenzonitrile